N1N=NC(=C1)C(=O)OC Methyl 1,2,3-triazole-4-formate